ClC1=C(C=CC(=C1)N1CCN(CC1)C)NC1=NC=C(C(=N1)NCCCNC(=O)C1CCC1)C(F)F N-(3-((2-((2-chloro-4-(4-methylpiperazin-1-yl)phenyl)amino)-5-(difluoromethyl)pyrimidin-4-yl)amino)propyl)cyclobutanecarboxamide